tert-butyl (Z)-(2-((4-(3-bromophenyl)-5-oxo-4,5-dihydro-1H-1,2,4-triazol-1-yl)methyl)-3-fluoroallyl)carbamate BrC=1C=C(C=CC1)N1C=NN(C1=O)C\C(\CNC(OC(C)(C)C)=O)=C/F